FC1(CN(C1)C(C=C)=O)C(=O)N1CCC(CC1)N1N=NC(=C1C)C=1C=C(C=2N(C1)N=CC2C#N)NCCO 6-[1-[1-(3-fluoro-1-prop-2-enoyl-azetidine-3-carbonyl)-4-piperidyl]-5-methyl-triazol-4-yl]-4-(2-hydroxyethylamino)-pyrazolo[1,5-a]pyridine-3-carbonitrile